N[C@@H](COC1=NC(=NC(=C1)C1=C(C=CC=C1C)C)NS(=O)(=O)C=1C=C(C(=O)O)C=CC1)COC1CC1 3-[[4-[(2R)-2-Amino-3-(cyclopropoxy)propoxy]-6-(2,6-dimethylphenyl)pyrimidin-2-yl]sulfamoyl]benzoic acid